8-((2S,5R)-4-(1-(6-isopropoxypyridin-3-yl)ethyl)-2,5-dimethylpiperazin-1-yl)-5-methyl-6-oxo-5,6-dihydro-1,5-naphthyridine-2-carbonitrile C(C)(C)OC1=CC=C(C=N1)C(C)N1C[C@@H](N(C[C@H]1C)C1=CC(N(C=2C=CC(=NC12)C#N)C)=O)C